C(C)(C)[Si](OC(=O)C1C2CC(C(C1)C2)[Si](OC)(OC)C)(C(C)C)C(C)C 2-triisopropylsiloxycarbonyl-5-methyldimethoxysilylnorbornane